C(C)(C)(C)OC(=O)N1[C@H](CN(CC1)C=1C=NC(=C(C1)C)Cl)C (S)-4-(6-chloro-5-methylpyridin-3-yl)-2-methylpiperazine-1-carboxylic acid tert-butyl ester